1-cyanopyrrolidine-3-carboxamide C(#N)N1CC(CC1)C(=O)N